4-cyclopropaneamido-2-methoxybenzene-1-sulfonyl chloride C1(CC1)C(=O)NC1=CC(=C(C=C1)S(=O)(=O)Cl)OC